FC1=CC=C(C=N1)N1C(CCCC1=O)=O (6-fluoropyridin-3-yl)piperidine-2,6-dione